N1([C@@H](CCC1)C(=O)[O-])C(=O)OCC1=CC=CC=C1 benzyl (2S)-pyrrolidine-1,2-dicarboxylate